N1=NC=C2C1=NCS2 pyrazolo[3,4-d]thiazole